COC1=C(C=NC=C1)C1=CC2=C(C(=N1)C)C=NN2C2=CC(=CC(=N2)C2CCC(CC2)O)N2[C@@H]([C@H](C2)CS(=O)(=O)C)C 4-(6-(6-(4-methoxypyridin-3-yl)-4-methyl-1H-pyrazolo[4,3-c]pyridin-1-yl)-4-((2R,3S)-2-methyl-3-((methylsulfonyl)methyl)azetidin-1-yl)pyridin-2-yl)cyclohexan-1-ol